COC1=CC=C(C=C1)[C@@H](C)N(CC=C(C1=CC=CC=C1)C1=CC=CC=C1)CCN1CCCC1 (R)-N-(1-(4-methoxyphenyl)ethyl)-3,3-diphenyl-N-(2-(pyrrolidin-1-yl)ethyl)prop-2-en-1-amine